ONC(C1=CC=C(C=C1)NC(=O)NC1=CC=C(C=C1)C1=CC(=CC=C1)OC)=O N-hydroxy-4-(3-(3'-methoxy-[1,1'-biphenyl]-4-yl)ureido)benzamide